C1(CCCC1)[C@@H](C(=O)NC1=CC=C(C=C1)C=1C(=[N+](C=CC1C)[O-])C)NC(=O)C1=CC=NN1CC (S)-3-(4-(2-cyclopentyl-2-(1-ethyl-1H-pyrazole-5-carboxamido)acetamido)phenyl)-2,4-dimethylpyridine 1-oxide